FC1=CC(=C(N)C(=C1)C=1C=NC=CC1C)C(C)C 4-fluoro-2-isopropyl-6-(4-methylpyridin-3-yl)aniline